N=1NN=NC1C1=CC=C(C=C1)[C@@H]1C=C(CC=N1)C1=NC=CN=C1 (S)-6-(4-(2H-tetrazol-5-yl)phenyl)-4-(pyrazin-2-yl)-3,6-dihydropyridine